[Na+].OCCN1CCN(CC1)CCS(=O)(=O)[O-] 2-[4-(2-Hydroxyethyl)-1-piperazinyl]ethanesulfonic acid sodium salt